COC=1C=C2CNCC2=CC1 5-methoxyisoindoline